propyl 3-methoxy-2-phenylpropionate butyl-3-methoxy-2-phenylpropionate C(CCC)OC(C(COC)C1=CC=CC=C1)=O.COCC(C(=O)OCCC)C1=CC=CC=C1